2-propene-1-sulfonic acid sodium salt [Na+].C(C=C)S(=O)(=O)[O-]